BrC1=CN=C2N1C=C(C=C2C)C(=O)N=CN(C)C 3-bromo-N-(dimethylaminomethylene)-8-methyl-imidazo[1,2-a]pyridine-6-carboxamide